N-[5-[1-(2,2-Difluoroethyl)triazol-4-yl]-4-fluoro-2-methylphenyl]-6-fluoropyrazolo[1,5-a]pyridine-3-carboxamide FC(CN1N=NC(=C1)C=1C(=CC(=C(C1)NC(=O)C=1C=NN2C1C=CC(=C2)F)C)F)F